(1S,3S,5R)-5-((2-acetamidoethoxy)methyl)-N-((R)-1-(4-carbamimidoylthiophen-2-yl)ethyl)-2-((4-phenoxybenzoyl)glycyl)-2-azabicyclo[3.1.0]hexane-3-carboxamide C(C)(=O)NCCOC[C@@]12C[C@H](N([C@H]2C1)C(CNC(C1=CC=C(C=C1)OC1=CC=CC=C1)=O)=O)C(=O)N[C@H](C)C=1SC=C(C1)C(N)=N